4-benzoyl-5-(4-(trifluoromethyl)phenyl)-1,3-dioxolan C(C1=CC=CC=C1)(=O)C1OCOC1C1=CC=C(C=C1)C(F)(F)F